3-methoxy-3-methylpiperidin-4-ol COC1(CNCCC1O)C